ClCC(CC1(N(CC(C1)COC)C(=O)[O-])C(=O)[O-])=C 2-[2-(chloromethyl)prop-2-en-1-yl]-4-(methoxymethyl)pyrrolidine-1,2-dicarboxylate